CN(C(\C=C\COCCOC1=NC=C(C=C1)\C(=C(\CC(F)(F)F)/C1=CC=CC=C1)\C1=CC2=C(NN=C2C=C1)F)=O)C (E)-N,N-dimethyl-4-[2-[5-[(Z)-4,4,4-trifluoro-1-(3-fluoro-2H-indazol-5-yl)-2-phenylbut-1-enyl]pyridin-2-yl]oxyethyloxy]but-2-enamide